7-(2-methoxyethoxy)-1-methyl-4-[4-(5-methyl-1,3-benzoxazol-2-yl)piperidin-1-yl]-2-oxo-1,2-dihydroquinoline-3-carboxamide COCCOC1=CC=C2C(=C(C(N(C2=C1)C)=O)C(=O)N)N1CCC(CC1)C=1OC2=C(N1)C=C(C=C2)C